tert-butyl (6S,7R)-6-hydroxy-7-isobutyl-1,4-diazepane-1-carboxylate O[C@H]1CNCCN([C@@H]1CC(C)C)C(=O)OC(C)(C)C